(S)-1-(Benzofuran-6-yl)-3a-hydroxy-6-methyl-3,3a-dihydro-1H-pyrrolo[2,3-b]quinolin-4(2H)-one O1C=CC2=C1C=C(C=C2)N2CC[C@@]1(C2=NC2=CC=C(C=C2C1=O)C)O